1-heptadecanoyl-2-(5Z,8Z,11Z,14Z,17Z-eicosapentaenoyl)-glycero-3-phospho-(1'-sn-glycerol) CCCCCCCCCCCCCCCCC(=O)OC[C@H](COP(=O)(O)OC[C@H](CO)O)OC(=O)CCC/C=C\C/C=C\C/C=C\C/C=C\C/C=C\CC